ClC1=C(C=C(C(=C1)F)C1=C(C(=C(C(=C1F)F)F)F)F)OC(C(=O)OC)C methyl 2-((4-chloro-2',3',4',5',6,6'-hexafluoro-[1,1'-biphenyl]-3-yl)oxy)propanoate